NC1CCCC2=C1C=C(C=1C=C(N=CC21)C2CC2)S(=O)(=O)NCC(C)(C)F 7-amino-3-cyclopropyl-N-(2-fluoro-2-methyl-propyl)-7,8,9,10-tetrahydrobenzo[h]isoquinoline-5-sulfonamide